C(C)(C)(C)OC(=O)N1C(COCC1C1=CC=C(C=C1)N1C(=CC2=C1N=CNC2=O)Cl)(C)C 5-(4-(6-chloro-4-oxo-3,4-dihydro-7H-pyrrolo[2,3-d]pyrimidin-7-yl)phenyl)-3,3-dimethylmorpholine-4-carboxylic acid tert-butyl ester